COCC1=C(C=CC=C1C)N1N=NN=C1[O-] 1-[2-(methoxymethyl)-3-methyl-phenyl]tetrazol-5-olate